ClC=1C=CC2=C(N(CC(O2)C(=O)NC23CC(C2)(C3)NC(COC3=CC(=C(C=C3)Cl)F)=O)C(=O)C3(CC3)C(F)(F)F)C1 6-chloro-N-{3-[2-(4-chloro-3-fluorophenoxy)acetamido]bicyclo[1.1.1]pent-1-yl}-4-[1-(trifluoromethyl)cyclopropane-1-carbonyl]-3,4-dihydro-2H-1,4-benzoxazine-2-carboxamide